3-[2-fluoro-3-[2-[2-fluoro-5-[6-fluoro-4-methylsulfonyl-1-(p-tolylsulfonyl)indol-5-yl]oxy-phenyl]-4,5,6,7-tetrahydro-1H-imidazo[4,5-c]pyridin-4-yl]phenyl]propane-1,2-diol FC1=C(C=CC=C1C1NCCC2=C1N=C(N2)C2=C(C=CC(=C2)OC=2C(=C1C=CN(C1=CC2F)S(=O)(=O)C2=CC=C(C=C2)C)S(=O)(=O)C)F)CC(CO)O